FC(F)(F)C(C)=O trifluoromethyl-ethanone